1,3,5-Tris(bromomethyl)cyclohexane BrCC1CC(CC(C1)CBr)CBr